FC(OC1=CC=C(C=C1)N1C(C(=CC2=C1N=C(N=C2)OCC)C=2C=CC1=C(N(C(=N1)C)C(=O)OC(C)(C)C)C2)=O)F tert-butyl 6-(8-(4-(difluoromethoxy) phenyl)-2-ethoxy-7-oxo-7,8-dihydropyrido[2,3-d]pyrimidin-6-yl)-2-methyl-1H-benzo[d]imidazole-1-carboxylate